CN(C(=O)C1CC2(C1)NC(OC2)=O)C2CC(C2)C=2C=C(C=CC2)C N-methyl-6-oxo-N-((1s,3S)-3-(m-tolyl)cyclobutyl)-7-oxa-5-azaspiro[3.4]octane-2-carboxamide